O1C(=C(C(=O)C2=CC=CC=C12)O)C1=CC=CC=C1 Flavonol